COC1=C(C\C=C\2/CN(C\C(\C2=O)=C/CC2=C(C=CC=C2)OC)C(CCCC(=O)NC2=CCC(C=C2)=S(=O)=O)=O)C=CC=C1 5-(3,5-Bis((E)-2-methoxybenzylmethylene)-4-oxopiperidin-1-yl)-5-oxo-N-(4-sulfonylphenyl)pentanamide